1H-pyrazole-4-sulfonamide N1N=CC(=C1)S(=O)(=O)N